C12CN(CC2C1)C1=NC(=CC(=N1)C(=O)NNC(C1=C(C=C(C=C1)I)N1CCC2(CC2)CC1)=O)C 2-(3-azabicyclo[3.1.0]hexan-3-yl)-N'-(4-iodo-2-(6-azaspiro[2.5]octan-6-yl)benzoyl)-6-methylpyrimidine-4-carbohydrazide